O=C1NC(CCC1N1C(C2=CC=CC(=C2C1=O)N[C@@H](C)C1=CC=C(C=C1)S(=O)(=O)C)=O)=O 2-(2,6-dioxopiperidin-3-yl)-4-(((S)-1-(4-(methylsulfonyl)phenyl)ethyl)amino)isoindoline-1,3-dione